BrC1=CC=CC(=N1)OCC1=C(C=C(C#N)C=C1)CCCO 4-[(6-bromo-2-pyridinyl)oxymethyl]-3-(3-hydroxypropyl)benzonitrile